CN1CCNC(C2=C1C=C(C=C2)CN2CCOCC2)=O 1-methyl-8-(morpholinomethyl)-2,3-dihydro-1,4-benzodiazepin-5-one